2-[[4-[5-isobutyl-2-(2H-tetrazol-5-yl)-phenyl]piperazin-1-yl]methyl]pyrazine C(C(C)C)C=1C=CC(=C(C1)N1CCN(CC1)CC1=NC=CN=C1)C=1N=NNN1